C(C)C1(C=CC=C1)[Lu](NC(C(CC)CC)=O)C1(C=CC=C1)CC bis(ethylcyclopentadienyl)(diethyl-acetamido)lutetium